ClC=1C(=NC(=CC1)C1=C(C=C(C=C1)C(F)(F)F)Cl)C(=O)OCC#N Cyanomethyl 3-chloro-6-(2-chloro-4-(trifluoromethyl)phenyl)picolinate